BrC=1C(=CC(=NC1)C(F)(F)F)OC1=C(C(=C(C=C1)F)F)C 5-bromo-4-(3,4-difluoro-2-methyl-phenoxy)-2-(trifluoromethyl)pyridine